C(C=CCCCCC)S(=O)(=O)[O-] 1-oct-2-ensulfonat